3,5-di-t-butylaniline C(C)(C)(C)C=1C=C(N)C=C(C1)C(C)(C)C